6-(2-Amino-5-(1-methyl-1H-pyrazol-4-yl)pyridin-3-yl)-2-(2,6-dichloro-3,5-dimethoxyphenyl)pyridazin-3(2H)-on NC1=NC=C(C=C1C=1C=CC(N(N1)C1=C(C(=CC(=C1Cl)OC)OC)Cl)=O)C=1C=NN(C1)C